FC1=CC2=C(NC(=N2)CC2=C(C=C(C=C2)F)F)C=C1 5-fluoro-2-(2,4-difluorobenzyl)-1H-benzimidazole